COCC(C(C)C)(CC)COC 3,3-bis(methoxymethyl)-2-methylpentane